FC=1C=C(C=C2CCN3C(C12)CCCC3=O)OC 11-fluoro-9-methoxy-1,2,3,6,7,11b-hexahydro-4H-pyrido[2,1-a]isoquinolin-4-one